(1RS,2RS)-5'-Bromo-4'-chloro-2-phenyl-1'-((2-(trimethylsilyl)ethoxy)methyl)spiro[cyclopropane-1,3'-pyrrolo[2,3-b]pyridin]-2'(1'H)-one BrC=1C(=C2C(=NC1)N(C([C@]21[C@H](C1)C1=CC=CC=C1)=O)COCC[Si](C)(C)C)Cl |r|